Dioxacyclododecane-7,12-dione O1OCCCCC(CCCCC1=O)=O